2-(2-chloro-3-vinyl-phenyl)-2,2-difluoro-acetic acid ClC1=C(C=CC=C1C=C)C(C(=O)O)(F)F